C(C=C)(=O)N1C(CN(CC1)C1=NC(=C(C=2CN(CCC12)C1=CC(=CC2=CC=CC=C12)O)C#N)OC[C@H]1N(CCC1)C)CC#N 1-(4-acryloyl-3-(cyanomethyl)piperazin-1-yl)-6-(3-hydroxynaphthalen-1-yl)-3-(((S)-1-methylpyrrolidin-2-yl)methoxy)-5,6,7,8-tetrahydro-2,6-naphthyridine-4-carbonitrile